1-(1-(3-iodo-2-nitrophenoxy)-2-methylpropan-2-yl)-1H-imidazole IC=1C(=C(OCC(C)(C)N2C=NC=C2)C=CC1)[N+](=O)[O-]